BrC1=CC(=C(C=C1)C=1NC(=C(N1)CC)C)O 2-(4-bromo-2-hydroxyphenyl)-4-ethyl-5-methylimidazole